(5Z,8Z,11Z,14Z)-N-[2-(3,4-dihydroxyphenyl)ethyl]icosa-5,8,11,14-tetraenamide OC=1C=C(C=CC1O)CCNC(CCC\C=C/C\C=C/C\C=C/C\C=C/CCCCC)=O